di-tert-butoxy-o-xylene C(C)(C)(C)OC=1C(=C(C(=CC1)C)C)OC(C)(C)C